CC1=NC(=CC(=C1)C=1NC2=CC=C(C=C2C1C(C)C)C1CCN(CC1)C(CN1CCCCC1)=O)C 1-(4-(2-(2,6-dimethylpyridin-4-yl)-3-isopropyl-1H-indol-5-yl)piperidin-1-yl)-2-(piperidin-1-yl)ethan-1-one